ClC=1C=C2C(=NC(N3C2=C(C1C1=C(C=C(C=C1)F)F)SC[C@H](C3)OC)=O)N3[C@H](CNCC3)C (3s)-10-chloro-11-(2,4-difluorophenyl)-3-methoxy-8-((s)-2-methylpiperazin-1-yl)-3,4-dihydro-2H,6H-[1,4]thiazepino[2,3,4-ij]quinazolin-6-one